methoxymethyl 4-((4-(benzyloxy)-2,3,6-trimethylbenzoyl)oxy)-2,3,5-trimethyl-6-vinylbenzoate C(C1=CC=CC=C1)OC1=C(C(=C(C(=O)OC2=C(C(=C(C(=O)OCOC)C(=C2C)C=C)C)C)C(=C1)C)C)C